C1(CCCCC1)C[C@H](N)C(=O)O L-3-cyclohexyl-alanine